The molecule is a member of the class of benzothiazoles that is 4,5,6,7-tetrahydro-1,3-benzothiazole in which the hydrogens at the 2 and 6-pro-S-positions are substituted by amino and propylamino groups, respectively. It has a role as an antiparkinson drug, a dopamine agonist, an antidyskinesia agent and a radical scavenger. It is a member of benzothiazoles and a diamine. It is a conjugate base of a pramipexole(2+). CCCN[C@H]1CCC2=C(C1)SC(=N2)N